COC1=NC=NC(=C1C1=CNC2=NC(=CC=C21)NC(=O)[C@H]2[C@H](C2)F)OC (1S,2S)-N-[3-(4,6-dimethoxypyrimidin-5-yl)-1H-pyrrolo[2,3-b]pyridin-6-yl]-2-fluorocyclopropane-1-carboxamide